5-[(4-Chlorophenyl)methyl]-8-[3-(oxazolidin-2-yloxy)propyl]-4-[3-(trifluoromethoxy)phenoxy]-1,3,5,8-tetraazatricyclo[8.3.0.0[2,6]]tridec-2(6),3-dien-7-one ClC1=CC=C(C=C1)CN1C(=NC=2N3CCCC3CN(C(C12)=O)CCCOC1OCCN1)OC1=CC(=CC=C1)OC(F)(F)F